BrC1=C(C=CC=C1)C1=CC(=CC=2C3=CC=CC=C3NC12)C1=CC=CC=C1 (2-bromophenyl)-3-phenyl-9H-carbazole